1-methyl-2-(prop-2-en-1-yl)pyrazolo[3,4-b]pyridin-3-one CN1N(C(C=2C1=NC=CC2)=O)CC=C